CS(=O)[O-] methane-sulfinate